4-(3,4-dichlorophenyl)-1-(2-oxo-1,2-dihydroquinoline-4-carbonyl)-N-(4-oxo-4,5-Dihydrothiazol-2-yl)piperazine-2-carboxamide ClC=1C=C(C=CC1Cl)N1CC(N(CC1)C(=O)C1=CC(NC2=CC=CC=C12)=O)C(=O)NC=1SCC(N1)=O